OCC(C1=CC(=CC=C1)OC)N1C=NC2=CC(=CC=C2C1=O)C=1C=NNC1C(F)(F)F 3-(2-Hydroxy-1-(3-methoxyphenyl)ethyl)-7-(5-(trifluoromethyl)-1H-pyrazol-4-yl)quinazolin-4(3H)-one